NC1=C(C(=NC=2N1N=C(C2CC)C)NCCC2=NN(C=C2)CC)C#N 7-amino-3-ethyl-5-{[2-(1-ethyl-1H-pyrazol-3-yl)ethyl]amino}-2-methylpyrazolo[1,5-a]pyrimidine-6-carbonitrile